C(C)(C)(C)[Si](C1=CC=CC=C1)(C1=CC=CC=C1)OC\C(=C\CCl)\C (E)-tert-Butyl((4-chloro-2-methylbut-2-en-1-yl)oxy)diphenylsilane